methyl difluorobutyrate FC(C(=O)OC)(CC)F